9,9'-(5-(4,6-diphenylpyrimidin-2-yl)-1,3-phenylene)bis(3-(9,9'-spirobi[fluoren]-1-yl)-9H-carbazole) C1(=CC=CC=C1)C1=NC(=NC(=C1)C1=CC=CC=C1)C=1C=C(C=C(C1)N1C2=CC=CC=C2C=2C=C(C=CC12)C1=CC=CC=2C3=CC=CC=C3C3(C12)C1=CC=CC=C1C=1C=CC=CC13)N1C3=CC=CC=C3C=3C=C(C=CC13)C1=CC=CC=3C2=CC=CC=C2C2(C13)C1=CC=CC=C1C=1C=CC=CC12